[({[2-(2H-1,3-Benzodioxol-5-yl)-1-methylethyl]-N-methylcarbamoyl}methyl)-N-methylcarbamoyl]methyl 2,2-dimethylpropionate CC(C(=O)OCC(N(C)CC(N(C)C(CC1=CC2=C(OCO2)C=C1)C)=O)=O)(C)C